methyl-2-[3,5-dibromo-2-({[3-bromo-1-(3-chloropyridin-2-yl)-1H-pyrazol-5-yl]carbonyl}amino)benzoyl]-1,2-dimethylhydrazine-carboxylate COC(=O)N(N(C)C(C1=C(C(=CC(=C1)Br)Br)NC(=O)C1=CC(=NN1C1=NC=CC=C1Cl)Br)=O)C